N-(9-fluorenylmethoxycarbonyl)-decylaminoethanol C1=CC=CC=2C3=CC=CC=C3C(C12)COC(=O)N(CCCCCCCCCC)C(C)O